(-)-Carnitine C[N+](C)(C)C[C@@H](CC(=O)[O-])O